5-(6-(Difluoromethyl)-5-(6-((4-(2-(2,6-dioxopiperidin-3-yl)-1-oxoisoindolin-4-yl)but-3-yn-1-yl)carbamoyl)pyridin-3-yl)indolin-1-yl)-7-isopropyl-N-methyl-1H-indole-3-carboxamide FC(C1=C(C=C2CCN(C2=C1)C=1C=C2C(=CNC2=C(C1)C(C)C)C(=O)NC)C=1C=NC(=CC1)C(NCCC#CC1=C2CN(C(C2=CC=C1)=O)C1C(NC(CC1)=O)=O)=O)F